4-(3,8-diazabicyclo[3.2.1]octan-3-yl)-N-(6-fluoro-2-methyl-2H-indazol-5-yl)-2,3-dihydro-1H-pyrrolo[2,3-b]pyridine-1-carboxamide 2,2,2-trifluoroacetate FC(C(=O)O)(F)F.C12CN(CC(CC1)N2)C2=C1C(=NC=C2)N(CC1)C(=O)NC1=CC2=CN(N=C2C=C1F)C